S1C(=NC2=C1C=CC=C2)NC(=O)C=2C=CC=C1CCN(CC21)C2=CC=C(C(=N2)C(=O)O)C=2C=NN(C2C)CC2(CCCCC2)C 6-[8-(1,3-benzothiazol-2-ylcarbamoyl)-3,4-dihydroisoquinolin-2(1H)-yl]-3-{5-methyl-1-[(1-methylcyclohexyl)methyl]-1H-pyrazol-4-yl}pyridine-2-carboxylic acid